C(C)(C)C=1SC(=CC1CC(=O)Cl)C(C)C 2-(2,5-Diisopropyl-3-thienyl)acetyl chloride